2-(2,6-difluoro-phenyl)-8-(1-hydroxy-ethyl)-4-[[5-(4-hydroxy-1-piperidyl)-2-pyridyl]amino]-6H-1,6-naphthyridin-5-one FC1=C(C(=CC=C1)F)C1=NC=2C(=CNC(C2C(=C1)NC1=NC=C(C=C1)N1CCC(CC1)O)=O)C(C)O